3-bromo-1-ethyl-4-(trifluoromethyl)isoquinoline BrC=1N=C(C2=CC=CC=C2C1C(F)(F)F)CC